NC1=CC=C(C=C1)C(=O)[O-] 4-aminobenzeneAt